C1(CC1)CN1CCC(CC1)NC(=O)C1=NOC(=C1)C1=C(C=C(C=C1)F)F (3S,4S)-1-Cyclopropylmethyl-4-{[5-(2,4-difluoro-phenyl)-isoxazol-3-carbonyl]-amino}-piperidin